BrC=1N=C(N2C1C(=NC=C2)N)C 1-bromo-3-methylimidazo[1,5-a]pyrazin-8-amine